C(C)(C)C=1C=2N(C=CC1)N=C(C2)[C@H]2N(CCC1=C2N=CN1)C(=O)C=1OC(=NN1)C1=NC=CC=C1 (S)-(4-(4-isopropylpyrazolo[1,5-a]pyridin-2-yl)-1,4,6,7-tetrahydro-5H-imidazo[4,5-c]pyridin-5-yl)(5-(pyridin-2-yl)-1,3,4-oxadiazol-2-yl)methanone